N-glycinyl-maleamic acid NCC(=O)NC(\C=C/C(=O)O)=O